2-({[(1r,4R)-4-hydroxycyclohexyl]methyl}amino)-1-ethanol OC1CCC(CC1)CNCCO